5H-indenopyrimidinyl-(5H-indenopyrimidine) N1=C(N=CC=2C1=CC1=CC=CCC12)C1=NC=2C(C=N1)=C1CC=CC=C1C2